IC=1N=C(N2N=C(C=C(C21)C(C#N)(C)C)N2[C@@H](COCC2)C)I (R)-2-(5,7-diiodo-2-(3-methylmorpholino)imidazo[1,5-b]pyridazin-4-yl)-2-methylpropanenitrile